CC1=C(C(=O)NC=2C=NC(=CC2)C)C=CC=C1[N+](=O)[O-] 2-methyl-N-(6-methylpyridin-3-yl)-3-nitrobenzamide